tert-Butyl 4-(N-(3-(2-(tert-butyl)-5-(2-(methylsulfonyl)pyrimidin-4-yl)thiazol-4-yl)-2-fluorophenyl)sulfamoyl)indoline-1-carboxylate C(C)(C)(C)C=1SC(=C(N1)C=1C(=C(C=CC1)NS(=O)(=O)C1=C2CCN(C2=CC=C1)C(=O)OC(C)(C)C)F)C1=NC(=NC=C1)S(=O)(=O)C